5-benzyl 2-(tert-butyl) (6R)-6,9-dimethyl-2,5,8-triazaspiro[3.5]nonane-2,5-dicarboxylate C[C@H]1N(C2(CN(C2)C(=O)OC(C)(C)C)C(NC1)C)C(=O)OCC1=CC=CC=C1